methylene-bis-sulfonate C(S(=O)(=O)[O-])S(=O)(=O)[O-]